FC(C(=O)O)(F)F.BrC1=C(N(C=N1)C)CSC=1NC(C2=C(N1)CCC2)=O 2-{[(5-Bromo-3-methylimidazol-4-yl)methyl]sulfanyl}-3H,5H,6H,7H-cyclopenta[d]pyrimidin-4-one trifluoroacetate salt